tert-butyl 3-((6-chloro-2-(trifluoromethyl)pyridin-3-yl)oxy)pyrrolidine-1-carboxylate ClC1=CC=C(C(=N1)C(F)(F)F)OC1CN(CC1)C(=O)OC(C)(C)C